C(C)N1C(=NN(C1=O)C=1C=C2C(=NN(C(C2=CC1F)=O)C1=C(C=CC=C1)C)[C@@H](C(F)(F)F)C)CO |o1:27| (S*)-6-(4-Ethyl-3-(hydroxymethyl)-5-oxo-4,5-dihydro-1H-1,2,4-triazol-1-yl)-7-fluoro-2-(o-tolyl)-4-(1,1,1-trifluoropropan-2-yl)phthalazin-1(2H)-one